CN([C@H](COC1=CC(=CC=C1)[N+](=O)[O-])C)C (2S)-N,N-dimethyl-1-(3-nitrophenoxy)propan-2-amine